C1=NC=C(C2=CC=CC=C12)N1C(N(C[C@H]1C#N)C1CCC(CC1)C(F)(F)F)=O (S)-3-(isoquinolin-4-yl)-2-oxo-1-((1r,4S)-4-(trifluoromethyl)cyclohexyl)imidazoline-4-carbonitrile